ethyl 2-methyl-3-(1-oxo-4-(o-tolyl)-1,2-dihydroisoquinolin-7-yl)propanoate CC(C(=O)OCC)CC1=CC=C2C(=CNC(C2=C1)=O)C1=C(C=CC=C1)C